OC1=C(C(=O)N)C=CC(=C1)CN1C=C(C2=CC=CC=C12)CCNC(C1=CC=C(C=C1)C(F)(F)F)=O hydroxy-4-((3-(2-(4-trifluoromethylbenzamido)ethyl)-1H-indol-1-yl)methyl)benzamide